5-(3-Fluoro-2-methylpyridin-4-yl)-1-[(1S,2S)-2-methyl-1-(5-oxo-4H-1,2,4-oxadiazol-3-yl)cyclopropyl]indole-2-carboxylic acid FC=1C(=NC=CC1C=1C=C2C=C(N(C2=CC1)[C@@]1([C@H](C1)C)C1=NOC(N1)=O)C(=O)O)C